C(C)(C)(C)OC(N[C@@H]1C[C@@H](CC1)OC=1C=NC=C(C1C1=CC(=NN1)NC1=NC=C(N=C1)C#N)OC)=O ((1S,3R)-3-((4-(3-((5-cyanopyrazin-2-yl)amino)-1H-pyrazol-5-yl)-5-methoxypyridin-3-yl)oxy)cyclopentyl)carbamic acid tert-butyl ester